C(#C)C1=C2C=CC=CC2=CC=C1F 5-ethynyl-6-Fluoronaphthalen